6-Acetyl-2H-1,4-benzoxazin-3(4H)-one C(C)(=O)C=1C=CC2=C(NC(CO2)=O)C1